2-[(5-fluoro-1-methyl-1H-1,3-benzodiazol-2-yl)amino]-N-[2-(2-hydroxyethoxy)ethyl]-1,3-benzoxazole-5-carboxamide FC1=CC2=C(N(C(=N2)NC=2OC3=C(N2)C=C(C=C3)C(=O)NCCOCCO)C)C=C1